C(C)(=O)NC1=C(C=CC=C1)NCC(=O)NC1=CC=C(C=C1)Cl 2-((2-acetamidophenyl)amino)-N-(4-chlorophenyl)acetamide